3-[4-(4-Aminopiperidin-1-yl)-3-(3,5-difluorophenyl)chinolin-6-yl]-5-fluoro-2-hydroxybenzonitril NC1CCN(CC1)C1=C(C=NC2=CC=C(C=C12)C=1C(=C(C#N)C=C(C1)F)O)C1=CC(=CC(=C1)F)F